COC1=C(C(=O)C(C(CC(C)(C)C)C)P(C(C(CC(C)(C)C)C)C(C2=C(C=CC=C2OC)OC)=O)=O)C(=CC=C1)OC bis(2,6-dimethyloxybenzoyl-2,4,4-trimethylpentyl)phosphine oxide